C(#N)C1=CC=C(C=C1)CC(=O)C1=C(C(=O)OC)C=C(C=C1[N+](=O)[O-])F methyl 2-(2-(4-cyanophenyl) acetyl)-5-fluoro-3-nitrobenzoate